COC(C([C@@H](C)NC(=O)OC(C)(C)C)=C)=O.O=C1N(CC1)NC(C=C)=O N-(2-oxo-azetidin-1-yl)acrylamide Methyl-(3R)-3-[[(tert-butoxy)carbonyl]amino]-2-methylidenebutanoate